[13C16]palmitate [13C]([13CH2][13CH2][13CH2][13CH2][13CH2][13CH2][13CH2][13CH2][13CH2][13CH2][13CH2][13CH2][13CH2][13CH2][13CH3])(=O)[O-]